FC1=C(CC2=NC3=C(N2C[C@H]2OCC2)C=C(C=C3)C(=O)O)C=C(C(=C1)C1=NC(=CC=C1)OCC=1SC(=CN1)C=1C=NC=CC1)F (S)-2-(2,5-difluoro-4-(6-((5-(pyridin-3-yl)thiazol-2-yl)methoxy)pyridin-2-yl)benzyl)-1-(oxetan-2-ylmethyl)-1H-benzo[d]imidazole-6-carboxylic acid